4-[4-[4-[4-[[2-(2,4-Dichlorophenyl)-2-(1H-1,2,4-triazol-1-ylmethyl)-1,3-dioxolan-4-yl]methoxy]phenyl]-1-piperazinyl]phenyl]-2,4-dihydro-2-(1-cyclohexyl)-3H-1,2,4-triazol-3-one ClC1=C(C=CC(=C1)Cl)C1(OCC(O1)COC1=CC=C(C=C1)N1CCN(CC1)C1=CC=C(C=C1)N1C(N(N=C1)C1CCCCC1)=O)CN1N=CN=C1